COC=1C(=NN(C1NCC1=CC=C(C=C1)C(N)=N)C(=O)C1=C(OC=C1)C)C1C(OC1)C(F)(F)F 4-({[4-methoxy-1-(2-methylfuran-3-carbonyl)-3-[2-(trifluoromethyl)oxetan-3-yl]-1H-pyrazol-5-yl]amino}methyl)benzene-1-carboximidamide